BrC1=CC=C2C(=N1)C(=NN2)C 5-bromo-3-methyl-1H-pyrazolo[4,3-b]pyridine